ClC1=CC=C(C=C1)[C@H]1C[C@@H](CO1)C1=NOC(=N1)CN1C=NC=2NC(N(C2C1=O)C)=O 1-((3-((3R,5R)-5-(4-chlorophenyl)-tetrahydrofuran-3-yl)-1,2,4-oxadiazol-5-yl)methyl)-7-methyl-1H-purine-6,8(7H,9H)-dione